C(C)N(C(C)=N)CC N,N-diethylacetamidine